4H,5H,6H,7H,8H-thieno[3,2-b]azepin-5-one S1C=CC=2NC(CCCC21)=O